N1CC(CC1)C(=O)C1=C(C=CC=C1C(=O)N)C1=CC=CC=C1 (pyrrolidine-3-carbonyl)-[1,1'-biphenyl]-3-carboxamide